CC1=NOC(=C1C=1C=C2C(=NC1)N(C=C2C=2C(=C(C=CC2F)NS(=O)(=O)C)F)C(C)C2=NC=CC=C2)C N-(3-(5-(3,5-dimethylisoxazol-4-yl)-1-(1-(pyridin-2-yl)ethyl)-1H-pyrrolo[2,3-b]pyridin-3-yl)-2,4-difluorophenyl)methanesulfonamide